BrC=1C=2N(C=CC1)C(=CN2)N2C(NC(CC2)=O)=O 1-(8-Bromoimidazo[1,2-a]pyridin-3-yl)dihydropyrimidine-2,4(1H,3H)-dione